3-(2'-hydroxyethoxy)-propane-1,2-diol OCCOCC(CO)O